(1R)-1-{5-[3-(trifluoromethyl)isoxazol-4-yl]-1,2,4-oxadiazol-3-yl}-6-azaspiro[2.5]octane-6-sulfonamide FC(C1=NOC=C1C1=NC(=NO1)[C@@H]1CC12CCN(CC2)S(=O)(=O)N)(F)F